C(C1=CC=CC=C1)N1CC(C(CC1)N1CC2(CN(C2)C(=O)OC(C)(C)C)C1)C1=C(C=CC=C1)C(C)C tert-butyl 6-(1-benzyl-3-(2-isopropylphenyl) piperidin-4-yl)-2,6-diazaspiro[3.3]heptane-2-carboxylate